C(CCCCCCC)C1(C2=CC(=CC=C2C=2C=CC(=CC12)B1OC(C(O1)(C)C)(C)C)B1OC(C(O1)(C)C)(C)C)CCCCCCCC (9,9-dioctyl-9H-fluorene-2,7-diyl)bis(4,4,5,5-tetramethyl-1,3,2-dioxaborolane)